((2,3-dichlorophenyl)thio)-5-(piperidin-1-yl)imidazo[1,2-c]pyrimidine ClC1=C(C=CC=C1Cl)SC=1N=C2N(C(=NC=C2)N2CCCCC2)C1